[2-(3,6-dimethoxy-9H-carbazole-9-yl)ethyl]phosphoric acid COC=1C=CC=2N(C3=CC=C(C=C3C2C1)OC)CCOP(O)(O)=O